BrC=1C=CC(=NC1)/C(/C(=O)OCC)=N/O ethyl (2Z)-2-(5-bromopyridin-2-yl)-2-(N-hydroxyimino)acetate